N-(4-((2-amino-3-chloropyridin-4-yl)oxy)-3,5-difluorophenyl)-1-(1-(3-methoxyPropyl)piperidine-4-yl)-5-(trifluoromethyl)-1H-pyrazole-4-carboxamide NC1=NC=CC(=C1Cl)OC1=C(C=C(C=C1F)NC(=O)C=1C=NN(C1C(F)(F)F)C1CCN(CC1)CCCOC)F